1H-pyrrolo[2,3-b]pyridine-3-Nitrile N1C=C(C=2C1=NC=CC2)C#N